5-[4-(2-cyclopentyloxy-3-pyridinyl)-2,6-difluoro-phenyl]pentanoic acid C1(CCCC1)OC1=NC=CC=C1C1=CC(=C(C(=C1)F)CCCCC(=O)O)F